C(=O)C=1C=C(C=C(C1)C=O)B(O)O 3,5-diformylphenylboronic acid